ClC1=CC=C(C=C1)C(\C=C(/CC)\C(F)(F)F)=O (E)-1-(4-chlorophenyl)-3-(trifluoromethyl)pent-2-en-1-one